(1-methylpyrazol-4-yl)-(3-thienyl)methanol CN1N=CC(=C1)C(O)C1=CSC=C1